C(C1=CC=CC=C1)OC1=C(C(=O)OCC2=CC=CC=C2)C=CC(=C1)N(C(=O)[C@@H]1N(CC1)S(=O)(=O)C=1C=NC(=CC1)F)CC1=NC=C(N=C1)C1CCCCC1 benzyl (R)-2-(benzyloxy)-4-(N-((5-cyclohexylpyrazin-2-yl)methyl)-1-((6-fluoropyridin-3-yl)sulfonyl)azetidine-2-carboxamido)benzoate